NC=1C2=C(N=CN1)C(=NC(=C2)NC2CC(C2)O)C=2C(=C(C=CC2C)O)C 3-(4-amino-6-(((1r,3r)-3-hydroxycyclobutyl)amino)pyrido[3,4-d]pyrimidin-8-yl)-2,4-dimethylphenol